3,6-di(thiophene-2-yl)-2,5-dihydropyrrolo[3,4-c]pyrrole-1,4-dione S1C(=CC=C1)C=1NC(C2=C(NC(C21)=O)C=2SC=CC2)=O